FC1(CCN(CC1)C1=NC=C(C(=N1)C=1C=NNC1)F)F 4-(2-(4,4-difluoropiperidin-1-yl)-5-fluoropyrimidin-4-yl)-1H-pyrazole